methyl (1R,3S)-1-(3-bromo-4-fluorobenzyl)-3-(methylsulfonamido)cyclopentane-1-carboxylate BrC=1C=C(C[C@]2(C[C@H](CC2)NS(=O)(=O)C)C(=O)OC)C=CC1F